[Pb].[Sn].CC1N(C2CCCCC2C1)C perhydrodimethyl-indole tin lead